6-chloro-1,2-dihydro-3H-pyrrolo[3,4-c]pyridin-3-one ClC1=CC2=C(C=N1)C(NC2)=O